3-chloro-N-(1-[3-{4-(trifluoromethoxy)phenyl}-1,2,4-oxadiazol-5-yl]cyclopentyl)benzamide ClC=1C=C(C(=O)NC2(CCCC2)C2=NC(=NO2)C2=CC=C(C=C2)OC(F)(F)F)C=CC1